FC1=C(N=CC2=C1N=C(N=C2N2CC1(CNC(N1)=O)CCC2)OCC21CCCN1CCC2)C2=C(C(=CC=1N(N=NC12)CO)C)C 7-(8-fluoro-2-((hexahydro-1H-pyrrolizin-7a-yl)methoxy)-7-(1-(hydroxymethyl)-5,6-dimethyl-1H-benzo[d][1,2,3]triazol-4-yl)pyrido[4,3-d]pyrimidin-4-yl)-1,3,7-triazaspiro[4.5]decan-2-one